3,6-dibromoxanthone BrC=1C=CC=2C(C3=CC=C(C=C3OC2C1)Br)=O